FC=1C=C(C(=C(C1)NC1=C(C(=O)NC([2H])([2H])[2H])C=CC(=N1)NC1=NC=C(C=C1)F)OC)C1=NN(C=N1)C ((5-fluoro-2-methoxy-3-(1-methyl-1H-1,2,4-triazol-3-yl)phenyl)amino)-6-((5-fluoropyridin-2-yl)amino)-N-(methyl-d3)nicotinamide